FCCN1C=C(C(C(=C1C)C=1SC=CC1)=O)C(=O)N 1-(2-fluoroethyl)-6-methyl-4-oxo-5-thiophen-2-ylpyridine-3-carboxamide